The molecule is an amino acid zwitterion obtained by transfer of a proton from the carboxy to the amino group of L-selenomethionine; major species at pH 7.3. It has a role as a plant metabolite. It is a tautomer of a L-selenomethionine. C[Se]CC[C@@H](C(=O)[O-])[NH3+]